4-bromo-2-methoxy-1-methylbenzene BrC1=CC(=C(C=C1)C)OC